1-(2-thienylsulfonyl)-4-piperidinecarboxamide S1C(=CC=C1)S(=O)(=O)N1CCC(CC1)C(=O)N